C12(CC3CC(CC(C1)C3)C2)CCOCCNC(=O)C2=NN(C(=C2C)C2=CC=C(C=C2)Cl)C2=C(C=C(C=C2)Cl)Cl N-(2-(2-((3r,5r,7r)-adamantan-1-yl)ethoxy)ethyl)-5-(4-chlorophenyl)-1-(2,4-dichlorophenyl)-4-methyl-1H-pyrazole-3-carboxamide